3,9-Bis((t-butyldimethylsilyl)oxy)-5,7-dihydrodibenzo[C,e]oxazepine [Si](C)(C)(C(C)(C)C)OC=1C=CC2=C(NOCC3=C2C=CC(=C3)O[Si](C)(C)C(C)(C)C)C1